6-[(2R,4R)-2-(1-cyclopropylpyrazol-4-yl)tetrahydropyran-4-yl]-8-(2,4-difluoro-phenyl)-3-methyl-pyrido[3,4-d]triazin-4-one C1(CC1)N1N=CC(=C1)[C@@H]1OCC[C@H](C1)C1=CC2=C(N=NN(C2=O)C)C(=N1)C1=C(C=C(C=C1)F)F